2-(5-bromo-1,3,4-thiadiazol-2-yl)-N-(1-cyanocyclopropyl)-4-(4-isobutyrylpiperazin-1-yl)-2H-indazole-6-sulfonamide BrC1=NN=C(S1)N1N=C2C=C(C=C(C2=C1)N1CCN(CC1)C(C(C)C)=O)S(=O)(=O)NC1(CC1)C#N